2-methylthioadenosine CC=1N=C(C=2N=CN([C@H]3[C@H](S)[C@H](O)[C@@H](CO)O3)C2N1)N